ClC1=CC=C(C=C1)C1=NOC(=N1)C(C(=O)N)(CC)CC 2-[3-(4-Chlorophenyl)-1,2,4-oxadiazol-5-yl]-2-ethylbutyramide